C(CCCCCCC)N(C(=O)N(C)C)C N-octyltrimethylurea